C1(C=CC(N1CCCCCC(=O)ON1C(C(CC1=O)S(=O)(=O)O)=O)=O)=O N-[ε-maleimidocaproyloxy]sulfosuccinimide